ClC=1C=NN(C1C1(CC1)C(=O)N[C@H](C(=O)O)CCN(CCCCC1=NC=2NCCCC2C=C1)C[C@@H](CF)OC)C (S)-2-(1-(4-chloro-1-methyl-1H-pyrazol-5-yl)cyclopropane-1-carboxamido)-4-(((S)-3-fluoro-2-methoxypropyl)(4-(5,6,7,8-tetrahydro-1,8-naphthyridin-2-yl)butyl)amino)butanoic acid